6-Benzyl-1-benzyloxymethyl-5-isopropyl-uracil C(C1=CC=CC=C1)C1=C(C(NC(N1COCC1=CC=CC=C1)=O)=O)C(C)C